6-bromo-2-(ethylsulfonyl)-3-(5-(2,2,3,3,3-pentafluoropropoxy)pyrazin-2-yl)pyrazolo[1,5-a]pyrimidine BrC=1C=NC=2N(C1)N=C(C2C2=NC=C(N=C2)OCC(C(F)(F)F)(F)F)S(=O)(=O)CC